FC(C1=CC=CC(=N1)C1=NC(=NO1)[C@@H]1CC12CCN(CC2)S(=O)(=O)N)(F)F (1R)-1-{5-[6-(Trifluoromethyl)pyridin-2-yl]-1,2,4-oxadiazol-3-yl}-6-azaspiro[2.5]octane-6-sulfonamide